N-((6-((1-hydroxypropan-2-yl)amino)pyridin-2-yl)sulfonyl)cyclopropanecarboxamide OCC(C)NC1=CC=CC(=N1)S(=O)(=O)NC(=O)C1CC1